1-({2-azaspiro[3.3]heptan-5-yl}methyl)-3-cyclopropyl-N-[2-(methylsulfanyl)pyridin-4-yl]-4-(trifluoromethyl)-1H-pyrazole-5-carboxamide C1NCC12C(CC2)CN2N=C(C(=C2C(=O)NC2=CC(=NC=C2)SC)C(F)(F)F)C2CC2